tetrazolal N1N=NN=C1C=O